(S)-1,3-diphenyl-3-((R)-1,4-dioxaspiro[4.5]decan-2-yl)propan-1-one C1(=CC=CC=C1)C(C[C@H]([C@H]1OC2(OC1)CCCCC2)C2=CC=CC=C2)=O